C(CCC)C1=CC=C(COC(CCCCC(=O)O)OCC2=CC=C(C=C2)CCCC)C=C1 6,6-bis((4-butylbenzyl)oxy)hexanoic acid